difluoromethyl tetrafluoroethyl ether FC(C(F)(F)F)OC(F)F